N-(cyclohexylmethyl)-N-((R)-1-((S)-2-((S)-2,2-dimethylcyclopropane-1-carbonyl)-6-(thiazole-5-carbonyl)-2,6-diazaspiro[3.4]octane-8-carbonyl)piperidin-3-yl)glycine C1(CCCCC1)CN(CC(=O)O)[C@H]1CN(CCC1)C(=O)[C@@H]1CN(CC12CN(C2)C(=O)[C@@H]2C(C2)(C)C)C(=O)C2=CN=CS2